COC=1C=C2C(=NC1)N(C=C2C(=O)O)C 5-methoxy-1-methyl-1H-pyrrolo[2,3-b]Pyridine-3-carboxylic acid